ClC1=CC(=C(C=C1)[C@H]1OC2=C(OC1)C=CC=C2C2CCNCC2)F (R)-4-(3-(4-chloro-2-fluorophenyl)-2,3-dihydrobenzo[b][1,4]dioxin-5-yl)piperidine